(Z)-5-(2-chloro-3,3,4,4,4-pentafluorobut-1-en-1-yl)-2-(2-(ethylsulfonyl)-4-(trifluoromethyl)phenyl)-1-methyl-1H-imidazole Cl\C(=C/C1=CN=C(N1C)C1=C(C=C(C=C1)C(F)(F)F)S(=O)(=O)CC)\C(C(F)(F)F)(F)F